tert-butyl (S)-2-(cyanomethyl)-4-((S)-5-fluoro-2'-(methylthio)-3,4,5',8'-tetrahydro-1H,6'H-spiro[naphthalene-2,7'-quinazolin]-4'-yl)piperazine-1-carboxylate C(#N)C[C@@H]1N(CCN(C1)C1=NC(=NC=2C[C@]3(CCC12)CC1=CC=CC(=C1CC3)F)SC)C(=O)OC(C)(C)C